C1(CC1)N1CCN(CC1)CCCOC1=CC=C(C=N1)C1=CC=2C3=C(N=NC2C=C1F)N(C(N3C(C)C)=O)C 8-(6-(3-(4-cyclopropylpiperazin-1-yl)propoxy)pyridin-3-yl)-7-fluoro-1-isopropyl-3-methyl-1,3-dihydro-2H-imidazo[4,5-c]cinnolin-2-one